tert-butyl 3-(1-benzyl-3a,4,5,6,7,7a-Hexahydro-1H-Indazole-5-carbonyl)-5-methyl-2-oxopiperidine-1-carboxylate C(C1=CC=CC=C1)N1N=CC2CC(CCC12)C(=O)C1C(N(CC(C1)C)C(=O)OC(C)(C)C)=O